NC1=CC=2C(C=3N=C(N=CC3C2C(=C1)CN1CCN(CC1)C)C(F)(F)F)=O 7-amino-5-((4-methylpiperazin-1-yl)methyl)-2-(trifluoromethyl)-9H-indeno[2,1-d]pyrimidin-9-one